C(C)(C)(C)OC([C@H](CSC(F)(F)F)NC(=O)OC(C)(C)C)=O (2R)-2-(tert-butoxycarbonylamino)-3-(trifluoromethylsulfanyl)-propionic acid tert-butyl ester